ClC1=NC=C(C=C1)C1=CC=C(C[C@H](NC)C(=O)O)C=C1 4-(2-chloro-5-pyridinyl)-N-methyl-L-phenylalanine